2-amino-3-methyl-N-(1-methyl-2-oxo-1,2-dihydro-3H-imidazo[4,5-b]pyridin-3-yl)-N-((5-(trifluoromethyl)pyridin-2-yl)methyl)quinoline-6-carboxamide NC1=NC2=CC=C(C=C2C=C1C)C(=O)N(CC1=NC=C(C=C1)C(F)(F)F)N1C(N(C=2C1=NC=CC2)C)=O